CN1C(CC(C1)=C(F)F)CCCCl Methyl-2-(3-chloropropyl)-4-(difluoromethylene)pyrrolidin